(E)-N'-(3-bromo-5-nitropyridin-2-yl)-N-hydroxyformimidamide BrC=1C(=NC=C(C1)[N+](=O)[O-])/N=C/NO